NC1=NC(=C(C=C1C=1C=C2C=CNC(C2=CC1F)=O)C1=CC=C(C=C1)N1CCN(CC1)C(C)C)F 6-(2-amino-6-fluoro-5-(4-(4-isopropylpiperazin-1-yl)phenyl)pyridin-3-yl)-7-fluoroisoquinolin-1(2H)-one